O1COC2=C1C=CC=C2[C@@H](C)NC(=O)N2CCN(CC2)C2=C(C=NC=C2)F (R)-N-(1-(Benzo[d][1,3]dioxol-4-yl)ethyl)-4-(3-fluoropyridin-4-yl)piperazine-1-carboxamide